CC=1C=C(C=CC1)S(=O)(=O)N1CC(C1)C(=O)NC(C(=O)O)C 2-(1-(3-methylbenzenesulfonyl)azetidine-3-carboxamido)propionic acid